C(C)(=O)O.C(C)OS(=O)(=O)O.C(C)N1CN(C=C1)C 1-ethyl-3-methylimidazole ethyl-sulfate acetate